methyl 8-(hydroxymethyl)-[1,2,4]triazolo[1,5-a]pyridine-6-carboxylate OCC=1C=2N(C=C(C1)C(=O)OC)N=CN2